N-(Cyanomethyl)-4-(2-((4-fluoro-5-(1-methylpiperidin-4-yl)pyridin-2-yl)amino)-7H-pyrrolo-[2,3-d]pyrimidin-4-yl)benzamide C(#N)CNC(C1=CC=C(C=C1)C=1C2=C(N=C(N1)NC1=NC=C(C(=C1)F)C1CCN(CC1)C)NC=C2)=O